F[C@@H]1C2=CC(C=C[C@@]2([C@]2([C@H](C[C@@]3([C@]([C@@H](C[C@H]3[C@@H]2C1)O)(C(CO)=O)O)C)O)F)C)=O (6S,8S,9R,10S,11S,13S,14S,16R,17S)-6,9-difluoro-11,16,17-trihydroxy-17-(2-hydroxyacetyl)-10,13-dimethyl-6,7,8,9,10,11,12,13,14,15,16,17-dodecahydro-3H-cyclopenta[a]phenanthren-3-one